CC1=NC(=CC(=C1)C1=CC=C2C(CN(CC2=C1)CC(=O)NC(C)C)(C)C)C 2-(7-(2,6-dimethylpyridin-4-yl)-4,4-dimethyl-3,4-dihydroisoquinolin-2(1H)-yl)-N-isopropylacetamide